Heptadecan-9-yl 6-((2-hydroxyethyl)(2-((2-hydroxyethyl)(4-(decyloxy)-4-oxobutyl)amino)ethyl)amino)hexanoate OCCN(CCCCCC(=O)OC(CCCCCCCC)CCCCCCCC)CCN(CCCC(=O)OCCCCCCCCCC)CCO